N1=C(C=CC=C1)B(O)O (pyridin-2-yl)boronic acid